C(C1=CC=CC=C1)SC1=CC=C(C=C1)CCl 1-(benzylthio)-4-(chloromethyl)benzene